2-(3-(4-((1H-pyrazol-4-yl)amino)-6-methyl-5-((3-methyloxetan-3-yl)methoxy)quinazolin-2-yl)phenoxy)-N-(tert-butyl)-acetamide bistrifluoroacetic acid salt FC(C(=O)O)(F)F.FC(C(=O)O)(F)F.N1N=CC(=C1)NC1=NC(=NC2=CC=C(C(=C12)OCC1(COC1)C)C)C=1C=C(OCC(=O)NC(C)(C)C)C=CC1